C(C)OC=1C=C2C(=CC=NC2=CC1C(=O)N)OC[C@H]1NC(CC1)=O 6-ethoxy-4-{[(2S)-5-oxopyrrolidin-2-yl]methoxy}quinoline-7-carboxamide